(R)-N-(3-(diethylamino)propyl)-2-(4-(pyrrolidin-2-yl)phenyl)benzo[d]imidazo[2,1-b]thiazole-7-carboxamide C(C)N(CCCNC(=O)C1=CC2=C(N3C(S2)=NC(=C3)C3=CC=C(C=C3)[C@@H]3NCCC3)C=C1)CC